C[Si]1(C(=C(C(=C1C#CC1=CC(=CC(=C1)NCCC)NCCC)C1=CC=CC=C1)C1=CC=CC=C1)C#CC1=CC(=CC(=C1)NCCC)NCCC)C 1,1-dimethyl-2,5-bis(3,5-dipropylaminophenylethynyl)-3,4-diphenylsilole